tert-Butyl 5-[4-[[6-[[2-chloro-6-[3-[2-[1-(trifluoromethyl)cyclopropyl]ethoxy]pyrazol-1-yl]pyridine-3-carbonyl]sulfamoyl]-2-pyridyl]amino]butyl]-2,2-dimethyl-pyrrolidine-1-carboxylate ClC1=NC(=CC=C1C(=O)NS(=O)(=O)C1=CC=CC(=N1)NCCCCC1CCC(N1C(=O)OC(C)(C)C)(C)C)N1N=C(C=C1)OCCC1(CC1)C(F)(F)F